COC([C@H](NC(=O)OC(C)(C)C)[C@@H](O)C)=O N-t-butoxycarbonyl-D-threonine methyl ester